propane-2,3-diol CC(CO)O